tert-Butyl 4-[4-[4-[2-[tert-butyl(dimethyl)silyl]oxy-1-(5-fluoro-2-pyridyl)ethoxy]-3-cyano-pyrazolo[1,5-a]pyridin-6-yl]-5-methyl-triazol-1-yl]piperidine-1-carboxylate [Si](C)(C)(C(C)(C)C)OCC(OC=1C=2N(C=C(C1)C=1N=NN(C1C)C1CCN(CC1)C(=O)OC(C)(C)C)N=CC2C#N)C2=NC=C(C=C2)F